o-cymen C=1(C(=CC=CC1)C)C(C)C